NS(=NC(CC1=C2CCCC2=CC=C1C(C)C)=O)(=O)C1=CN=C(S1)C(C)(C)O N-(amino(2-(2-hydroxypropan-2-yl)thiazol-5-yl)(oxo)-λ6-sulfaneylidene)-2-(5-isopropyl-2,3-dihydro-1H-inden-4-yl)acetamide